ClC=1C=C(C=CC1)C1=CC(=NC=N1)N1C([C@@H]2N(CCNC2)CC1)=O (R)-8-(6-(3-Chlorophenyl)pyrimidin-4-yl)-9-oxooctahydro-2H-pyrazino[1,2-a]pyrazin